5-(5-(3,5-difluorophenyl)-4,5-dihydro-1H-pyrazole-1-carbonyl)-4-azaspiro[2.5]octane-4-carboxylate FC=1C=C(C=C(C1)F)C1CC=NN1C(=O)C1N(C2(CC2)CCC1)C(=O)[O-]